5-Oxo-L-proline ethyl ester C(C)OC([C@H]1NC(CC1)=O)=O